NCCC1=CC(=CC=2C3=CC(=C(C=C3NC12)Cl)Cl)NC1=CC=C(C=C1)Cl 1-(2-Aminoethyl)-6,7-dichloro-N-(4-chlorophenyl)-9H-carbazol-3-amine